Glycerol neodecanoate C(CCCCCC(C)(C)C)(=O)OCC(O)CO